C(C)(C)(C)NCC=CC(=O)N 4-(tert-butylamino)but-2-enamide